CC1=NOC(=C1C=1C=CC(N(C1)CC1=C(OCC(=O)O)C=CC=C1)=O)C 2-(2-{[5-(3,5-dimethyl-1,2-oxazol-4-yl)-2-oxo-1,2-dihydropyridin-1-yl]methyl}phenoxy)acetic acid